3-[(5-chloro-1H-indol-2-yl)methyl]-1-methyl-1-{1-[2-(2-oxo-1,2-dihydropyridin-1-yl)acetyl]piperidin-3-yl}urea ClC=1C=C2C=C(NC2=CC1)CNC(N(C1CN(CCC1)C(CN1C(C=CC=C1)=O)=O)C)=O